CN1CCC(CC1)OC=1C=CC(=NC1)NC1=NC(=NS1)C1=NC=CC=C1 N-(5-(1-methyl-piperidin-4-yloxy)pyridin-2-yl)-3-(pyridin-2-yl)-1,2,4-thiadiazol-5-amine